C(CCC)N(C(=O)OCC=1C(=NOC1C1=CC=C(OC2CC3CC3C2)C=C1)C)C 3-(4-(4-(((Butyl(methyl)carbamoyl)oxy)methyl)-3-methylisoxazol-5-yl)phenoxy)bicyclo[3.1.0]hexan